CC1=C(C=CC=C1)N=NC1=C(C(=CC(=C1)C)C(C)(C)C)O 2-methyl-2'-hydroxyl-3'-tert-butyl-5'-methylazobenzene